C1(=CC=CC=C1)N(C1=CC=CC=C1)C1=C(C=CC=C1)N(C1=CC=CC=C1)C1=CC=2C3(C4=CC(=CC=C4C2C=C1)N(C1=C(C=CC=C1)N(C1=CC=CC=C1)C1=CC=CC=C1)C1=CC=CC=C1)C1=CC=CC=C1C1=CC=CC=C13 2,7-bis[N-(diphenylaminophenyl)-N-phenylamino]Spiro-9,9'-bifluorene